[Si](C)(C)(C(C)(C)C)O[C@H](C(=O)O)C (S)-2-((tert-butyldimethylsilyl)oxy)propionic acid